FC1=C(C=C2CN(C(C2=C1)=O)C1=NN(C(C=C1)=O)C)O 6-fluoro-5-hydroxy-2-(1-methyl-6-oxo-1,6-dihydropyridazin-3-yl)isoindolin-1-one